2-bromo-7-(1-(1-ethoxyethyl)-1H-pyrazol-4-yl)-6-fluoro-[1,2,4]triazolo[1,5-a]pyridine BrC1=NN2C(C=C(C(=C2)F)C=2C=NN(C2)C(C)OCC)=N1